N,N,N',N'-tetravinylhexamethylenediamine C(=C)N(CCCCCCN(C=C)C=C)C=C